(S)-3-((3-(2-(4-chlorophenyl)-2-hydroxyethyl)-1,2,4-oxadiazol-5-yl)methyl)-1,5-dimethyl-6-(1-methyl-1H-pyrazol-4-yl)pyrimidine-2,4(1H,3H)-dione ClC1=CC=C(C=C1)[C@H](CC1=NOC(=N1)CN1C(N(C(=C(C1=O)C)C=1C=NN(C1)C)C)=O)O